methyl S-(-)-lactate C[C@@H](C(=O)OC)O